Tert-butyl-4-methyl-2-(3-(3-(5-methyl-1,2,4-oxadiazol-3-yl)benzamido)propanamido)thiazole-5-carboxylate C(C)(C)(C)OC(=O)C1=C(N=C(S1)NC(CCNC(C1=CC(=CC=C1)C1=NOC(=N1)C)=O)=O)C